2-(4-hydroxy-3-(methylsulfonyl)phenyl)-N-(4-((4-(trifluoromethoxy)phenethyl)thio)-3-(trifluoromethyl)phenyl)acetamide OC1=C(C=C(C=C1)CC(=O)NC1=CC(=C(C=C1)SCCC1=CC=C(C=C1)OC(F)(F)F)C(F)(F)F)S(=O)(=O)C